Tert-butyl methyl(2-oxospiro[3.5]nonan-7-yl)carbamate CN(C(OC(C)(C)C)=O)C1CCC2(CC(C2)=O)CC1